N'-(cyclopropanecarbonyl)-4-[(1S)-1-(2,5,6-trimethylpyrimidin-4-yl)oxyethyl]benzohydrazide C1(CC1)C(=O)NNC(C1=CC=C(C=C1)[C@H](C)OC1=NC(=NC(=C1C)C)C)=O